N-(6-(N-(5-bromo-4-(3-chloro-4-fluorophenyl)thiazol-2-yl)sulfamoyl)-5-methylpyridin-3-yl)acetamide BrC1=C(N=C(S1)NS(=O)(=O)C1=C(C=C(C=N1)NC(C)=O)C)C1=CC(=C(C=C1)F)Cl